Sodium 2-fluoro-3-methyl-5,6,7,8-tetrahydronaphthalene-1-carboxylate FC1=C(C=2CCCCC2C=C1C)C(=O)[O-].[Na+]